4-(2-(2-chloro-5-methylpyrimidin-4-yl)-9-methyl-8-(pyridin-4-yl)-9H-purin-6-yl)morpholine ClC1=NC=C(C(=N1)C1=NC(=C2N=C(N(C2=N1)C)C1=CC=NC=C1)N1CCOCC1)C